trans-4-(3-(2-(difluoromethoxy)-6-methoxypyridin-3-yl)-1-(2-isopropylphenyl)ureido)cyclohexane-1-carboxylic acid FC(OC1=NC(=CC=C1NC(N(C1=C(C=CC=C1)C(C)C)[C@@H]1CC[C@H](CC1)C(=O)O)=O)OC)F